O=C1NC(CCC1N1C(C2=CC=CC(=C2C1=O)NCCCC(=O)N[C@H](C(=O)N1CCN(CC1)C(CN1N=CC(=C1)C1=CC=C(C=C1)C1=CN=CC2=CC=CC=C12)=O)CCCCCCCCC)=O)=O 4-((2-(2,6-dioxopiperidin-3-yl)-1,3-dioxoisoindolin-4-yl)amino)-N-(l-1-(4-(2-(4-(4-(isoquinolin-4-yl)phenyl)-1H-pyrazol-1-yl)acetyl)piperazin-1-yl)-l-1-oxoundecyl)butanamide